Pyrimidin-4-Ylamine N1=CN=C(C=C1)N